C1=NNN=C1Br 4-bromo-2H-triazole